4-(1-Methyl-3,3a,4,6,7,7a-hexahydro-2H-pyrrolo[3,2-c]pyridin-5-yl)-8-oxo-11-thia-1,3,5-triazatetracyclo[8.7.0.02,7.012,17]heptadeca-2,4,6,9,12(17),13,15-heptaene-9-carboxylic acid CN1CCC2CN(CCC21)C=2N=C1N3C=4C=CC=CC4SC3=C(C(C1=CN2)=O)C(=O)O